CN(C=1C=C(C=CC1)S(=NC(=O)C=1N=C2N(C=CC(=C2)C2=NOC(=N2)C(F)(F)F)C1)(=O)C)C N-((3-(dimethylamino)phenyl)(methyl)(oxo)-λ6-sulfaneylidene)-7-(5-(trifluoromethyl)-1,2,4-oxadiazol-3-yl)imidazo[1,2-a]pyridine-2-carboxamide